4-(3-hydroxy-3-methylbutane-1-yn-1-yl)-1H-indazole-7-carboxamide OC(C#CC1=C2C=NNC2=C(C=C1)C(=O)N)(C)C